O1C=NC=C1C=1C=2N(C=C(C1)C(F)(F)F)C(=CN2)C(=O)NC2=CC=CC=C2 8-(1,3-oxazol-5-yl)-N-phenyl-6-(trifluoromethyl)imidazo[1,2-a]pyridine-3-carboxamide